(1R,3S)-3-(3-{[(1-methyl-1H-1,2,3-triazol-5-yl)carbonyl]amino}-1H-pyrazol-5-yl)cyclopentyl (2S)-2-methylazetidine-1-carboxylate C[C@@H]1N(CC1)C(=O)O[C@H]1C[C@H](CC1)C1=CC(=NN1)NC(=O)C1=CN=NN1C